CN(C(C1=C(C=CC(=C1)[N+](=O)[O-])C(F)(F)F)=O)C N,N-dimethyl-5-nitro-2-(trifluoromethyl)benzamide